1-tert-butyl-5,6,7,8-tetrahydro-1H-cyclopenta[b]naphthalene C(C)(C)(C)C1C=CC=2C1=CC=1CCCCC1C2